[Na].NC=1C(=CC=C(C1)S(=O)(=O)O)S(=O)(=O)O aniline-2,5-disulfonic acid monosodium